tert-butyl (1-methylcyclopropane-1-carbonyl)((1-(phenylsulfonyl)-6-(thiazol-4-ylmethoxy)-5-vinyl-1H-indol-2-yl)methyl)carbamate CC1(CC1)C(=O)N(C(OC(C)(C)C)=O)CC=1N(C2=CC(=C(C=C2C1)C=C)OCC=1N=CSC1)S(=O)(=O)C1=CC=CC=C1